ClS(=O)(=O)OCC(CCSC(C)=O)(C)C Thioacetic acid S-(4-((chlorosulfonyl) oxy)-3,3-dimethylbutyl) ester